CC(CCNC(OC(C)(C)C)=O)(C)NC=1C2=C(N=C(N1)C1=CC=NC=C1)C=NC=C2 tert-butyl (3-methyl-3-((2-(pyridin-4-yl)pyrido[3,4-d]pyrimidin-4-yl)amino)butyl)carbamate